F[B-](F)(F)F.C(C)(C)(C)[PH+](C)C(C)(C)C di-tert-butyl(methyl)phosphonium tetrafluoroborate